C(C=C)(C(=O)O)(C(=O)O)C(=O)O propenetricarboxylic acid